[(2R)-4-{3-[(1H-indol-6-ylmethyl)amino]pyrido[2,3-b]pyrazin-6-yl}morpholin-2-yl]methanol N1C=CC2=CC=C(C=C12)CNC1=CN=C2C(=N1)N=C(C=C2)N2C[C@@H](OCC2)CO